7-Cyano-4-fluoro-5-isopropylbenzo[b]thiophene-2-carboxylic acid ethyl ester C(C)OC(=O)C1=CC2=C(S1)C(=CC(=C2F)C(C)C)C#N